1-(2-bromoethyl)piperidine-4-carboxylate BrCCN1CCC(CC1)C(=O)[O-]